(R)-5-(4-cyanophenyl)-2-(4-fluoro-2-methylphenoxy)-4-methyl-N-(3-(S-methylsulfonyl)phenyl)nicotinamide Methyl-(5-bromo-3-((4-methoxybenzyl)oxy)-2-nitrophenyl)glycinate CN(CC(=O)O)C1=C(C(=CC(=C1)Br)OCC1=CC=C(C=C1)OC)[N+](=O)[O-].C(#N)C1=CC=C(C=C1)C=1C=NC(=C(C(=O)NC2=CC(=CC=C2)S(=O)(=O)C)C1C)OC1=C(C=C(C=C1)F)C